[Pd].[Pd].C(C1=CC=CC=C1)C(C(C)=O)CC1=CC=CC=C1.C(C1=CC=CC=C1)C(C(C)=O)CC1=CC=CC=C1.C(C1=CC=CC=C1)C(C(C)=O)CC1=CC=CC=C1 Tri-dibenzyl-acetone dipalladium